4-aminobutan-2-one NCCC(C)=O